BrC1=CC=C(C(=O)NC2=CC=CC3=CC=CC(=C23)S(=O)(=O)NC(CCCOCCOC)=O)C=C1 4-bromo-N-(8-{[4-(2-methoxyethoxy)-butyrylamino]sulfonyl}naphthalen-1-yl)benzamide